((2S,4R,5R)-4-acetoxy-5-(2-amino-7-(3,4-difluorobenzyl)-8-oxo-7,8-dihydro-9H-purin-9-yl) tetrahydrofuran-2-yl)methyl acetate C(C)(=O)OC[C@H]1O[C@H]([C@@H](C1)OC(C)=O)N1C2=NC(=NC=C2N(C1=O)CC1=CC(=C(C=C1)F)F)N